C(C1=CC=CC=C1)OC1=NC(=CC=C1C1=CC=C(OC2CCN(CC2)C(=O)OC(C)(C)C)C=C1)OCC1=CC=CC=C1 tert-butyl 4-[4-(2,6-dibenzyloxy-3-pyridyl)phenoxy]piperidine-1-carboxylate